C(#N)C=1C=NN2C1C(=CC(=C2)OCC(C)(C)O)C=2CCN(CC2)C(=O)OC(C)(C)C tert-butyl 4-(3-cyano-6-(2-hydroxy-2-methylpropyloxy) pyrazolo[1,5-a]pyridin-4-yl)-3,6-dihydropyridine-1(2H)-carboxylate